FC=1C=CC=C2C=C(C=NC12)C=1OC(CC(N1)CC=1C=NC=CC1)(C)C 2-(8-fluoro-3-quinolyl)-6,6-dimethyl-4-(3-pyridylmethyl)-4,5-dihydro-1,3-oxazine